(4Z)-4-(1,3-benzothiazol-6-ylmethylene)-2-[[(1R)-1-(hydroxymethyl)propyl]amino]-1H-imidazol-5-one S1C=NC2=C1C=C(C=C2)\C=C\2/N=C(NC2=O)N[C@H](CC)CO